[C-]1(C=CC=C1)[Fe].[CH-]1C=CC=C1.[Fe+2] ferrocenyl-iron